ClC1=NC(=NC=C1OC)C=1N=C(C=2N(C1)N=CN2)CC2=C(C=CC=C2)F 6-(4-chloro-5-methoxypyrimidin-2-yl)-8-(2-fluorobenzyl)-[1,2,4]triazolo[1,5-a]pyrazine